C(\C=C\C(=O)O)(=O)O.C(C)O.C(C)O ethanol hemi-fumarate